Tert-butyl benzimidazole-5-carboxylate N1=CNC2=C1C=CC(=C2)C(=O)OC(C)(C)C